NC1=NC=NC=2C3=C(CC(C12)(C)C)C=C(S3)O 4-amino-5,5-dimethyl-6H-thieno[3,2-h]quinazolin-8-ol